C(C)N(CCC1=CNC2=CC(=CC=C12)OC(CCC(=O)O)=O)CC 4-((3-(2-(diethylamino)ethyl)-1H-indol-6-yl)oxy)-4-oxobutanoic acid